5-bromo-3-iodo-4-methyl-1H-indazole BrC=1C(=C2C(=NNC2=CC1)I)C